C(#N)C(C)(C)C1=NN=C(O1)C(=O)NC1C2=C(CN(CC1)C)C=C(C=C2)C2=NC(=NC=C2)NC=2C=NN(C2)C 5-(2-cyanopropan-2-yl)-N-(2-methyl-8-(2-((1-methyl-1H-pyrazol-4-yl)amino)pyrimidin-4-yl)-2,3,4,5-tetrahydro-1H-benzo[c]azepin-5-yl)-1,3,4-oxadiazole-2-carboxamide